(3S)-3-{[(3R)-3-fluoropyrrolidin-1-yl]methyl}-1,2,3,4-tetrahydroisoquinoline dihydrochloride Cl.Cl.F[C@H]1CN(CC1)C[C@H]1NCC2=CC=CC=C2C1